C(C)(C)OC=1C(=CC2=CN(N=C2C1)[C@@]12CO[C@@](CC1)(C2)C)C(=O)O 6-isopropoxy-2-((1S,4S)-1-methyl-2-oxabicyclo[2.2.1]hept-4-yl)-2H-indazole-5-carboxylic acid